Methyl (3S)-4-(4-hydroxyphenyl)-3-[5-[[(4-propylphenyl)sulfonylamino]methyl]triazol-1-yl]butanoate OC1=CC=C(C=C1)C[C@@H](CC(=O)OC)N1N=NC=C1CNS(=O)(=O)C1=CC=C(C=C1)CCC